CN1C(C(N(C2=CC=CC=C12)C1CCN(CC1)C1=NC=C(C=N1)C=C(C)C)=O)=O 1-Methyl-4-(1-(5-(2-methylprop-1-en-1-yl)pyrimidin-2-yl)piperidin-4-yl)-1,4-Dihydroquinoxaline-2,3-dione